COC1=C(C=C(C=C1)OC1=CC=C(C=C1)C(F)(F)F)C1CN2C(S1)CCC2=O (2-methoxy-5-(4-(trifluoromethyl)phenoxy)phenyl)-5-oxotetrahydropyrrolo[2,1-b]thiazole